N-(5-chloro-3-fluoro-2-pyridyl)acetamide ClC=1C=C(C(=NC1)NC(C)=O)F